OC(C)C1=NC2=CC=CC=C2C=C1 (Z)-1-hydroxyethylquinolin